4-(5-[2-(methylsulfanyl)pyrimidin-5-yl]thiophen-2-ylmethyl)-2,4-dihydro-3H-1,2,4-triazol-3-one hydrochloride Cl.CSC1=NC=C(C=N1)C1=CC=C(S1)CN1C(NN=C1)=O